O[C@@]1(C(N(CC1)C)=O)C1=CC(=CC=C1)C1=CN=C(S1)C1=CN(C2=NC=CC=C21)S(=O)(=O)C2=CC=CC=C2 (R,S)-3-hydroxy-1-methyl-3-(3-(2-(1-(phenylsulfonyl)-1H-pyrrolo[2,3-b]pyridin-3-yl)thiazol-5-yl)phenyl)pyrrolidin-2-one